C=1(C(=CC=CC1)C=1C(=CC=CC1)O)O.[Ti] titanium biphenol